(Ra)-6-(4-Fluoro-1-((3'-methoxy-d3-[1,1'-biphenyl]-4-yl)methyl)-1H-indol-7-carboxamido)spiro[3.3]heptan FC1=C2C=CN(C2=C(C=C1)C(=O)NC1CC2(CCC2)C1)CC1=CC=C(C=C1)C1=CC(=CC=C1)OC([2H])([2H])[2H]